ethyl (Z)-3-[(3,4-dimethyl-5-oxo-2H-furan-2-yl)oxy]-2-[5-(trifluoromethyl)indol-1-yl]prop-2-enoate CC=1C(OC(C1C)=O)O\C=C(\C(=O)OCC)/N1C=CC2=CC(=CC=C12)C(F)(F)F